4-bromo-2-cyclopropyl-1-methyl-imidazole BrC=1N=C(N(C1)C)C1CC1